BrC(CBr)(F)F 1,2-dibromo-1,1-difluoro-ethane